1-((2-nitrophenyl)sulfonyl)piperidine [N+](=O)([O-])C1=C(C=CC=C1)S(=O)(=O)N1CCCCC1